FC(N1N=CC2=CC=C(C=C12)C(=O)OC)F methyl 1-(difluoromethyl)-1H-indazole-6-carboxylate